CC1=NC=2C=CC(=CC2C2=C1C(N(NC2=O)C2=CC=CC=C2)=O)S(=O)(=O)N2CCCC2 5-methyl-3-phenyl-9-(pyrrolidine-1-sulfonyl)-1H,2H,3H,4H-pyridazino[4,5-c]quinoline-1,4-dione